C(C)(C)(C)OC(NC=1C=2N(C=C(N1)C(NCC1=NC=CC=C1)=O)C1=C(N2)C=CC=C1)=O (3-((pyridin-2-ylmethyl)carbamoyl)benzo[4,5]imidazo[1,2-a]pyrazin-1-yl)carbamic acid tert-butyl ester